FC1=CC2=C(NC[C@@H](C(N2C)=O)NC(=O)C2=NC(=NN2)CC2=CC=CC=C2)N=C1 N-[(3S)-8-fluoro-2,3,4,5-tetrahydro-1-methyl-2-oxo-1H-pyrido[2,3-b][1,4]diazepin-3-yl]-3-(phenylmethyl)-1H-1,2,4-triazole-5-carboxamide